C1(CC1)CN1C(=CC2=CC(=CC(=C12)C1=C(C=NC=C1)CC)C(=O)N1CCN(CC1)C1=NC=C(C=C1OC)F)C1=CCCN(C1)C(=O)OC(C)(C)C tert-butyl 5-[1-(cyclopropylmethyl)-7-(3-ethyl-4-pyridyl)-5-[4-(5-fluoro-3-methoxy-2-pyridyl)piperazine-1-carbonyl]indol-2-yl]-3,6-dihydro-2H-pyridine-1-carboxylate